2-(1,3,3-trimethylbutyl)-5,7,7-trimethyl-1-octanol CC(CC(C)(C)C)C(CO)CCC(CC(C)(C)C)C